ONC(CCCCCCCCCCCCCCCCC)=O N-hydroxystearic acid amide